methyl 5-amino-4-methylthiophene-3-carboxylate NC1=C(C(=CS1)C(=O)OC)C